(cis)-4-(1-(2-(difluoromethoxy)-4-(trifluoromethyl)phenyl)pyrido[3,4-d]pyridazin-4-yl)-2,6-dimethylmorpholine FC(OC1=C(C=CC(=C1)C(F)(F)F)C1=C2C(=C(N=N1)N1C[C@H](O[C@H](C1)C)C)C=NC=C2)F